FC1=C(C(=CC=C1)F)NC(C1=C(C=C(C(=C1)F)N1N=C(N(C1=O)C)CC)O[C@@H](C)CCC)=O N-(2,6-difluorophenyl)-4-(3-ethyl-4-methyl-5-oxo-4,5-dihydro-1H-1,2,4-triazol-1-yl)-5-fluoro-2-[(2S)-pent-2-yloxy]benzamide